Cl.CC1NCCC2=CC=C(C=C12)C(=O)OCC=1C(=NC(=C(C1)OC)OC)Br (2-bromo-5,6-dimethoxy-3-pyridyl)methanol methyl-1,2,3,4-tetrahydroisoquinoline-7-carboxylate HCl